bromo(methoxymethyl)triphenyl-λ5-phosphane BrP(C1=CC=CC=C1)(C1=CC=CC=C1)(C1=CC=CC=C1)COC